N[C@@H](CCSC)C=O methionineal